N-{4-[3-aminopiperidin-1-yl]quinolin-3-yl}-2-(2,6-difluorophenyl)-1,3-thiazole-4-carboxamide NC1CN(CCC1)C1=C(C=NC2=CC=CC=C12)NC(=O)C=1N=C(SC1)C1=C(C=CC=C1F)F